3-amino-5-hydroxy-1-pentene NC(C=C)CCO